N-((3-(2,6-difluoro-3,5-dimethoxyphenyl)-1-isobutyl-2-oxo-1,2,3,4-tetrahydropyrido[4,3-d]pyrimidin-7-yl)methyl)acrylamide FC1=C(C(=C(C=C1OC)OC)F)N1C(N(C2=C(C1)C=NC(=C2)CNC(C=C)=O)CC(C)C)=O